2-(5-(2-(Aminomethyl)-4-fluorophenoxy)-1H-indazol-1-yl)ethanol NCC1=C(OC=2C=C3C=NN(C3=CC2)CCO)C=CC(=C1)F